scandium-thorium [Th].[Sc]